Benzyl 1-cyclobutyl-4-methyl-5-(2-(trifluoromethyl) phenyl)-1H-pyrrole-3-carboxylate C1(CCC1)N1C=C(C(=C1C1=C(C=CC=C1)C(F)(F)F)C)C(=O)OCC1=CC=CC=C1